6-(3-Chloro-6-(difluoromethyl)-2-fluorophenyl)-N-(1-(1-(2-(5,7-dihydro-6H-pyrrolo[3,4-d]pyrimidin-6-yl)pyrimidin-5-yl)ethyl)-1H-pyrazol-4-yl)pyrazine-2-carboxamide ClC=1C(=C(C(=CC1)C(F)F)C1=CN=CC(=N1)C(=O)NC=1C=NN(C1)C(C)C=1C=NC(=NC1)N1CC=2N=CN=CC2C1)F